tert-butyl (3-((2-(2,6-dioxopiperidin-3-yl)-1,3-dioxo-isoindolin-5-yl)amino)-3-oxopropyl)(methyl)carbamate O=C1NC(CCC1N1C(C2=CC=C(C=C2C1=O)NC(CCN(C(OC(C)(C)C)=O)C)=O)=O)=O